C(C)C(CN1C=C(C(C=C1)=O)OC1OCCCC1)CCCC N-(2-ethylhexyl)-3-tetrahydropyranyloxypyridin-4-one